BrC1=CC=C(C(=N1)C#N)N1[C@H](C[C@@H](CC1)O)C1CC1 |r| rac-6-bromo-3-[trans-2-cyclopropyl-4-hydroxypiperidin-1-yl]pyridine-2-carbonitrile